Cl.ClC1=C(CN(CCCOC=2C=C(C=CC2)CC(=O)O)CC(C2=CC=CC=C2)C2=CC=CC=C2)C=CC=C1C(F)(F)F 3-[3-[N-(2-chloro-3-trifluoromethylbenzyl)-(2,2-diphenylethyl)amino]propoxy]phenylacetic acid hydrochloride